5-(bromomethyl)-2,2,5-trimethyl-1,3-dioxane BrCC1(COC(OC1)(C)C)C